N1=C(C=NC=C1)C1=CC=C(C=C1)NC(=O)[C@H]1[C@@H](C1)C(=O)OC methyl (1R,2R)-2-((4-(pyrazin-2-yl)phenyl)carbamoyl)cyclopropane-1-carboxylate